FC1=C(C=C)C(=CC(=C1)F)F 2,4,6-trifluorostyrene